NC=1C(=NC(=NC1NC1CCCC1)C1=CC=C(C=C1)C)C(=O)O 5-Amino-6-(cyclopentylamino)-2-(p-tolyl)pyrimidine-4-carboxylic acid